3-{4-amino-3-[(1S)-1-(4-chlorophenyl)ethoxy]phenyl}-5-[(pyrazin-2-yl)amino]-1-{[2-(trimethylsilyl)ethoxy]methyl}-1H-pyrazole-4-carboxamide NC1=C(C=C(C=C1)C1=NN(C(=C1C(=O)N)NC1=NC=CN=C1)COCC[Si](C)(C)C)O[C@@H](C)C1=CC=C(C=C1)Cl